NC=1C(CC(N(C1)C)=O)C 5-amino-1,4-dimethyl-3,4-dihydropyridin-2(1H)-one